ClC=1C(=CC2=C(N(C(N=C2N2[C@H](CN(CC2)C(=O)OC(C)(C)C)C)=O)C2=C(C=CC=C2C(C)C)C#N)N1)F tert-butyl (S)-4-(7-chloro-1-(2-cyano-6-isopropylphenyl)-6-fluoro-2-oxo-1,2-dihydropyrido[2,3-d]pyrimidin-4-yl)-3-methylpiperazine-1-carboxylate